C1(CCCCCCCC(=O)OCCCCO1)=O 1,4-butylene azelate